BrC=1C=C2C=CN(C(C2=C(C1)Cl)=O)C1CCN(CC1)C(=O)OC(C)(C)C tert-butyl 4-(6-bromo-8-chloro-1-oxoisoquinolin-2-yl)piperidine-1-carboxylate